2-((5-(2-((3R)-6-((4-(dimethylamino)-4-oxobutan-2-yl)(methyl)amino)-2-methylhexan-3-yl)-2,6-diazaspiro[3.4]octan-6-yl)-1,2,4-triazin-6-yl)oxy)-N-ethyl-5-fluoro-N-isopropylbenzamide CN(C(CC(C)N(CCC[C@H](C(C)C)N1CC2(C1)CN(CC2)C=2N=CN=NC2OC2=C(C(=O)N(C(C)C)CC)C=C(C=C2)F)C)=O)C